N1C=C(C2=CC=CC=C12)CCCNS(=O)(=O)C1=CC=C(C=C1)OCCCBr N-(3-(1H-indol-3-yl)propyl)-4-(3-bromopropoxy)benzenesulfonamide